(aminomethyl)-2-fluorobenzimidamide dihydrochloride Cl.Cl.NCC=1C(=C(C(N)=N)C=CC1)F